NCC1=NC(=NO1)C=1C=C2C(=CC=CN2C1SC(F)(F)F)N[C@H]1[C@H](CN(CC1)C)F 2-[5-(aminomethyl)-1,2,4-oxadiazol-3-yl]-N-[(3S,4R)-3-fluoro-1-methylpiperidin-4-yl]-3-[(trifluoromethyl)sulfanyl]indolizin-8-amine